8-[1-(3,5-difluoroanilino)ethyl]-2-morpholino-6-(4H-1,2,4-triazol-3-ylmethyl)chromen-4-one FC=1C=C(NC(C)C=2C=C(C=C3C(C=C(OC23)N2CCOCC2)=O)CC2=NN=CN2)C=C(C1)F